ClC=1C(=C2C=NN(C2=CC1)C1C(C1)(F)F)C#CC1=NN(C(=C1C(=O)N)NC)[C@@H]1CN([C@H](C1)COC)C(C=C)=O 3-{2-[5-chloro-1-(2,2-difluorocyclopropyl)indazol-4-yl]ethynyl}-1-[(3S,5R)-5-(methoxymethyl)-1-(prop-2-enoyl)pyrrolidin-3-yl]-5-(methylamino)pyrazole-4-carboxamide